5-(2-amino-[1,2,4]triazolo[1,5-a]pyridin-7-yl)-N-(3,5-difluoro-2-isobutoxybenzyl)-2-methoxy-6-methylnicotinamide NC1=NN2C(C=C(C=C2)C=2C(=NC(=C(C(=O)NCC3=C(C(=CC(=C3)F)F)OCC(C)C)C2)OC)C)=N1